7-(4-bromophenyl)-5-(methoxymethyl)hexahydroisobenzofuran BrC1=CC=C(C=C1)C=1CC(CC2COCC12)COC